N-[2-hydroxy-1-(pyridin-2-yl)ethyl]-2-methyl-5-[(pyridin-2-yl)methoxy]-2H-indazole-3-carboxamide OCC(C1=NC=CC=C1)NC(=O)C=1N(N=C2C=CC(=CC12)OCC1=NC=CC=C1)C